4-(((Z)-3-cyclohexyl-5-((Z)-7-fluoro-2-oxoindoline-3-ylidene)-4-oxothiazolidin-2-ylidene)amino)benzenesulphonamide C1(CCCCC1)N1/C(/S\C(\C1=O)=C\1/C(NC2=C(C=CC=C12)F)=O)=N/C1=CC=C(C=C1)S(=O)(=O)N